3-(trifluoromethylsulfonyloxy)-5,6-dihydropyridine-1,4(2H)-dicarboxylic acid 1-tert-butyl 4-ethyl ester C(C)OC(=O)C1=C(CN(CC1)C(=O)OC(C)(C)C)OS(=O)(=O)C(F)(F)F